tert-butyl 1-oxo-5-(trifluoromethyl)isoindoline-2-carboxylate O=C1N(CC2=CC(=CC=C12)C(F)(F)F)C(=O)OC(C)(C)C